C(C)(C)(C)OC(=O)N1CCC(CC1)C1=C(C=C(C(=C1)F)C1C(NC(CC1)=O)=O)F 4-[4-(2,6-dioxo-3-piperidinyl)-2,5-difluoro-phenyl]piperidine-1-carboxylic acid tert-butyl ester